(S)-1-(3-((5-(3-(2,2-difluoroethyl)-2-methyl-3H-imidazo[4,5-b]pyridin-5-yl)pyrrolo[2,1-f][1,2,4]triazin-2-yl)amino)pyrrolidin-1-yl)ethan-1-one FC(CN1C(=NC=2C1=NC(=CC2)C=2C=CN1N=C(N=CC12)N[C@@H]1CN(CC1)C(C)=O)C)F